BrCCCN1C=2C=CC(=CC2C(C2=CC=C(C(=C12)C)C)=O)OC 10-(3-Bromopropyl)-2-methoxy-5,6-dimethyl-9-acridone